2-methyl-2-(4-nitrophenyl)propionic acid CC(C(=O)O)(C)C1=CC=C(C=C1)[N+](=O)[O-]